C1(=CC=CC2=CC=CC=C12)OCC[C@H](O)C1=CC=CC=C1 (S)-(+)-3-(1-naphthoxy)-1-phenyl-1-propanol